(R)-1-carboxy-2-((2-chloroethyl)thio)ethan-1-aminium chloride [Cl-].C(=O)(O)[C@H](CSCCCl)[NH3+]